1-methyl-piperidine CN1CCCCC1